2-[2-methyl-4-(trifluoromethyl)pyrimidin-5-yl]-6-[1-(2,2,2-trifluoroethyl)-1H-pyrazolo[3,4-b]pyrazin-6-yl]-2,6-diazaspiro[3.4]octane CC1=NC=C(C(=N1)C(F)(F)F)N1CC2(C1)CN(CC2)C2=CN=C1C(=N2)N(N=C1)CC(F)(F)F